CN1N=C(C(=C1C)C1=CC(=NC=C1)O[C@H]1CN(CC1)C1=CC(NN=C1)=O)C (R)-5-(3-((4-(1,3,5-trimethyl-1H-pyrazol-4-yl)pyridin-2-yl)oxy)pyrrolidin-1-yl)pyridazin-3(2H)-one